NC=1C=C(ONC=2C=C(OCCCCS(=O)(=O)O)C=CC2)C=CC1 4-(3-(3-aminophenoxy)Aminophenoxy)butane-1-sulfonic acid